FC1=C(C(=O)O)C=CC(=C1)CC\C=C\C 2-fluoro-4-[3(E)-penten-1-yl]benzoic acid